C(C1=CC=C(C(=O)ON)C=C1)(=O)OP(C1=CC=CC=C1)C1=CC=CC=C1 mono-(diphenylphosphino) amino terephthalate